(E)-(2-cyano-2-((3,5-dibromo-4-((3-isopropyl-1-toluenesulfonyl-1H-pyrrolo[3,2-b]pyridin-5-yl)oxy)phenyl)azo)acetyl)urethane C(#N)C(C(=O)NC(=O)OCC)/N=N/C1=CC(=C(C(=C1)Br)OC1=CC=C2C(=N1)C(=CN2S(=O)(=O)CC2=CC=CC=C2)C(C)C)Br